sodium {[3-(6-aminopyridin-3-yl)-2-[(benzyloxy)carbonyl]-1H-pyrrol-1-yl]sulfonyl}[(benzyloxy)carbonyl] azide NC1=CC=C(C=N1)C1=C(N(C=C1)S(=O)(=O)C(C1=CC=CC=C1)OC(=O)N=[N+]=[N-])C(=O)OCC1=CC=CC=C1.[Na]